ClC=1C(=C2C=NNC2=C(C1F)C(C(F)(F)F)OC)C=1N=CC=2N(C1)C=C(N2)NC(=O)C2C(C2)F N-(6-(5-chloro-6-fluoro-7-(2,2,2-trifluoro-1-methoxyethyl)-1H-indazol-4-yl)imidazo[1,2-a]pyrazin-2-yl)-2-fluorocyclopropane-1-carboxamide